(R)-3-(isoquinolin-4-yl)-1-(2-methylpyridin-4-yl)-2-oxoimidazoline-4-carbonitrile C1=NC=C(C2=CC=CC=C12)N1C(N(C[C@@H]1C#N)C1=CC(=NC=C1)C)=O